1,3,5-cyclohexanetrione imine C1(CC(CC(C1)=O)=O)=N